NC1=CC(=C(C(=O)N(CCC2=CC=CC=C2)C)C=C1C)C 4-amino-N,2,5-trimethyl-N-phenethylbenzamide